(2r,4r)-8-(5-chloro-3-fluoro-pyridin-2-yl)-6,9-dioxo-5-(4-(trifluoromethyl)benzyl)-5,8-diazaspiro[3.5]nonane-2-carboxamide ClC=1C=C(C(=NC1)N1CC(N(C2(CC(C2)C(=O)N)C1=O)CC1=CC=C(C=C1)C(F)(F)F)=O)F